3-methoxy-8-(4,4,5,5-tetramethyl-1,3,2-dioxaborolan-2-yl)quinoline-6-carbonitrile COC=1C=NC2=C(C=C(C=C2C1)C#N)B1OC(C(O1)(C)C)(C)C